C(CCC)CO[Si](OC)(OC)CCCN n-butyl-3-aminopropyl-trimethoxysilane